(2S)-2-hydroxy-3-phenylpropionic acid O[C@H](C(=O)O)CC1=CC=CC=C1